(2,3-dihydrobenzofuran-5-yl)boric acid O1CCC2=C1C=CC(=C2)OB(O)O